tert-butyl 2-(4-(1-(2,6-dioxopiperidin-3-yl) indolin-4-yl)piperazin-1-yl)acetate O=C1NC(CCC1N1CCC2=C(C=CC=C12)N1CCN(CC1)CC(=O)OC(C)(C)C)=O